butanediol bis(succinate) C(CCC(=O)O)(=O)O.C(CCC(=O)O)(=O)O.C(CCC)(O)O